6-(4-fluorophenyl)pteridine FC1=CC=C(C=C1)C=1N=C2C=NC=NC2=NC1